Tert-butyl (1S,4S)-5-(2-(((5-(5-(difluoromethyl)-1,3,4-oxadiazol-2-yl)pyridin-2-yl)methyl)(phenyl)amino)-3,4-dioxocyclobut-1-en-1-yl)-2,5-diazabicyclo[2.2.1]heptane-2-carboxylate FC(C1=NN=C(O1)C=1C=CC(=NC1)CN(C1=C(C(C1=O)=O)N1[C@@H]2CN([C@H](C1)C2)C(=O)OC(C)(C)C)C2=CC=CC=C2)F